tert-butyl-4-((6-aminopyridin-3-yl)methyl)piperazine-1-carboxylate C(C)(C)(C)OC(=O)N1CCN(CC1)CC=1C=NC(=CC1)N